6-(2-Chloro-6-fluorophenyl)-2-((4-((2S,6R)-2,6-dimethylmorpholino)phenyl)amino)-8,9-dihydroimidazo[1,2-a]pyrimido[5,4-e]pyrimidin-5(6H)-one ClC1=C(C(=CC=C1)F)N1C=2N(C3=C(C1=O)C=NC(=N3)NC3=CC=C(C=C3)N3C[C@@H](O[C@@H](C3)C)C)CCN2